3-[3-(1,3-dioxolan-2-yl)-4-[(4-methoxyphenyl)methoxy]phenyl]propanoic acid O1C(OCC1)C=1C=C(C=CC1OCC1=CC=C(C=C1)OC)CCC(=O)O